FC(C12CCC(C1)(C2)N)(F)F 4-(trifluoromethyl)bicyclo[2.1.1]hexan-1-amine